tert-butyl-methyl-L-phenylalanyl-glycine C(C)(C)(C)N([C@@H](CC1=CC=CC=C1)C(=O)NCC(=O)O)C